ClC1=CC=2C(=NN(N2)C2=C(C(=CC(=C2)C)C(C)(C)C)O)C=C1 2-(5-chloro-2-benzotriazolyl)-6-tert-butyl-4-methylphenol